C(CCCCCCCCCC)C=1C(C(=CC(C1)=O)CCCCCCCCCCC)=O 2,6-di-undecylbenzoquinone